C(OC(C=1OC(OC1C)=O)[C@H]1[C@](O[C@H](C1)N1C2=NC(=NC(=C2N=C1)N)F)(COC(=O)OCC=1OC(OC1C)=O)C#C)([O-])=O [(2R,3S,5R)-5-(6-amino-2-fluoro-purin-9-yl)-2-ethynyl-2-[(5-methyl-2-oxo-1,3-dioxol-4-yl)methoxycarbonyloxymethyl]tetrahydrofuran-3-yl](5-methyl-2-oxo-1,3-dioxol-4-yl)methyl carbonate